[Cl-].CO[Si](OC)(OC)CCCC(CC[NH+](C)C)CCCCCCCCCCCCCCC [3-(trimethoxysilylpropyl)]octadecyl-dimethyl-ammonium chloride